C(\C=C\C)(=O)OC(C)(C)C trans-2-methyl-2-propyl butenoate